CC1(CCN(CC1)C1=NC=2C(=CC(=CC2C=2N1C=NN2)C)C(C)=O)C 1-(5-(4,4-dimethylpiperidin-1-yl)-9-methyl-[1,2,4]triazolo[4,3-c]quinazolin-7-yl)ethan-1-one